7-acryloyl-2-(4-cyclopropyl-2-hydroxyphenyl)-2,3,4,5a,6,7,8,9-octahydro-5H-1,2,5,7-tetraazabenzo[cd]azulene-5-carboxylate C(C=C)(=O)N1CC2C3=C(N(N=C3CC1)C1=C(C=C(C=C1)C1CC1)O)CCN2C(=O)[O-]